Cl\C(\C([2H])([2H])[2H])=N/NC1=C(C=C(C=C1)Cl)F (Z)-2-[1-Chloro(2H3)ethylidene]-1-(4-chloro-2-fluorophenyl)hydrazine